6-(4-fluorophenyl)-N-(1-(5-methyl-1,3,4-thiadiazol-2-yl)ethyl)pyrido[2,3-d]pyrimidin-4-amine FC1=CC=C(C=C1)C1=CC2=C(N=CN=C2NC(C)C=2SC(=NN2)C)N=C1